FC1(CCN(CC1)C1=NC(=CC(=N1)NC=1C2=C(N=CN1)C=C(N=C2N2CCC1(CC1)CC2)NS(=O)(=O)CCO)C)F N-(4-((2-(4,4-Difluoropiperidin-1-yl)-6-methylpyrimidin-4-yl)amino)-5-(6-azaspiro[2.5]octan-6-yl)pyrido[4,3-d]pyrimidin-7-yl)-2-hydroxyethane-1-sulfonamide